tert-butyl (E)-(3-fluoro-2-(((3-(2-methylthiazol-5-yl)phenyl)sulfonyl)-methyl)allyl)carbamate F/C=C(\CNC(OC(C)(C)C)=O)/CS(=O)(=O)C1=CC(=CC=C1)C1=CN=C(S1)C